[S-]P([O-])(=S)OP(=O)([O-])[O-] 1,2-dithiodiphosphate